3-methacryloxypropyl-(trimethylsiloxy)silane C(C(=C)C)(=O)OCCC[SiH2]O[Si](C)(C)C